N-(2-(2-(2-(2-aminoethoxy)ethoxy)ethoxy)ethyl)-4-((3-(4-(difluoromethoxy)phenyl)imidazo[1,2-a]pyrazin-8-yl)amino)-2-methylbenzamide NCCOCCOCCOCCNC(C1=C(C=C(C=C1)NC=1C=2N(C=CN1)C(=CN2)C2=CC=C(C=C2)OC(F)F)C)=O